4-CHLORO-2-(CYCLOPENTYLOXY)PHENYLBORONIC ACID ClC1=CC(=C(C=C1)B(O)O)OC1CCCC1